2-(3-tributylstannylbut-3-enyl)isoindoline-1,3-dione C(CCC)[Sn](C(CCN1C(C2=CC=CC=C2C1=O)=O)=C)(CCCC)CCCC